C[C@@]1(N(CCC1)C(=O)OC(C)(C)C)[C@H](CC(F)(F)F)O tert-butyl (S)-2-methyl-2-((S)-3,3,3-trifluoro-1-hydroxypropyl)pyrrolidine-1-carboxylate